FC1=CC(=C(C=C1)C(C)N1C[C@@H](N(C[C@H]1C)C=1N(N=C2C1N(C(C=C2)=O)C)C2OCCCC2)C)C(C)OC ((2S,5R)-4-(1-(4-fluoro-2-(1-methoxyethyl)phenyl)ethyl)-2,5-dimethylpiperazin-1-yl)-4-methyl-2-(tetrahydro-2H-pyran-2-yl)-2,4-dihydro-5H-pyrazolo[4,3-b]pyridin-5-one